ClC1=CC=C(C(=N1)C(=NO)N)O[C@H](C)C=1C=C(C=C2C(C(=C(OC12)C=1C=C2C(=NC1)OCO2)C)=O)C 6-Chloro-3-[(1R)-1-[2-([1,3]dioxolo[4,5-b]pyridin-6-yl)-3,6-dimethyl-4-oxo-chromen-8-yl]ethoxy]-N'-hydroxy-pyridine-2-carboxamidine